N-(2,6-difluorophenyl)-6-(5-(trifluoromethyl)-1,2,4-oxadiazol-3-yl)imidazo[1,2-a]pyridine-2-carboxamide FC1=C(C(=CC=C1)F)NC(=O)C=1N=C2N(C=C(C=C2)C2=NOC(=N2)C(F)(F)F)C1